[(2R,3S,4R,5R)-5-[2-chloro-4-[(2R)-2-(hydroxymethyl)-pyrrolidin-1-yl]-pyrrolo[2,3-d]-pyrimidin-7-yl]-3,4-dihydroxy-tetrahydro-furan-2-yl]methoxy-methylphosphonic acid ClC=1N=C(C2=C(N1)N(C=C2)[C@H]2[C@@H]([C@@H]([C@H](O2)COCP(O)(O)=O)O)O)N2[C@H](CCC2)CO